ClC1=CC(=C(C=C1Cl)C(C1CCN(CC1)CCOC)CC(C)(S(=O)N)C)O ((4,5-dichloro-2-hydroxyphenyl)(1-(2-methoxyethyl)piperidin-4-yl)methyl)-2-methylpropane-2-sulfinamide